8-methyl-2-(pyridin-2-ylmethyl)-N-[(3R)-tetrahydro-furan-3-ylmethyl]-4,5-dihydro-2H-furo[2,3-g]indazole-7-carboxamide CC1=C(OC=2CCC3=CN(N=C3C21)CC2=NC=CC=C2)C(=O)NC[C@@H]2COCC2